tert-butyl (2R,4S)-2-(((S)-1-((4-cyanobenzyl)amino)-1-oxopropan-2-yl)carbamoyl)-4-phenylpiperidine-1-carboxylate C(#N)C1=CC=C(CNC([C@H](C)NC(=O)[C@@H]2N(CC[C@@H](C2)C2=CC=CC=C2)C(=O)OC(C)(C)C)=O)C=C1